tetralinformaldehyde C1(CCCC2=CC=CC=C12)C=O